trimethyl 1,2,4-benzentricarboxylate C=1(C(=CC(=CC1)C(=O)OC)C(=O)OC)C(=O)OC